1-[3-[[6-[2-[(6-methyl-2-pyridyl)amino]pyrimidin-5-yl]pyrazin-2-yl]amino]azetidin-1-yl]prop-2-en-1-one CC1=CC=CC(=N1)NC1=NC=C(C=N1)C1=CN=CC(=N1)NC1CN(C1)C(C=C)=O